L-ascorbic acid sulfate disodium [Na+].[Na+].S(=O)(=O)([O-])[O-].O=C1C(O)=C(O)[C@H](O1)[C@@H](O)CO